C(#N)C1=NC(=CC=C1)C1=CSC=C1 cyano-6-(thiophen-3-yl)pyridin